Cl.Cl.C(C)(C)(C)OC([C@@H](N)CCCNC(N)=N)=O L-arginine tert-butyl ester dihydrochloride